4-(Cyclopropylsulfonyl)-N-(4-methyl-3-(2-(5-(pyrazin-2-ylamino)-1H-pyrazol-3-yl)ethyl)phenyl)picolinamide C1(CC1)S(=O)(=O)C1=CC(=NC=C1)C(=O)NC1=CC(=C(C=C1)C)CCC1=NNC(=C1)NC1=NC=CN=C1